(2R,4R)-1-(3,4-dichloro-5-fluorobenzyl)-4-((3-fluoro-6-((5-methyl-1H-pyrazol-3-yl)amino)pyridin-2-yl)methyl)-2-methylpiperidine-4-carboxylic acid ClC=1C=C(CN2[C@@H](C[C@@](CC2)(C(=O)O)CC2=NC(=CC=C2F)NC2=NNC(=C2)C)C)C=C(C1Cl)F